(R)-N-(3-(1-((2-amino-5-chloropyridin-3-yl)oxy)ethyl)-phenyl)-5-(trifluoromethyl)-picolinamide NC1=NC=C(C=C1O[C@H](C)C=1C=C(C=CC1)NC(C1=NC=C(C=C1)C(F)(F)F)=O)Cl